Propylpropyltriethoxysilane C(CC)C(C)O[Si](OCC)(OCC)CCC